C1(CCC1)N1C(C(N(C=C1)CC1=NC=C(C=N1)C1=CC=CC=C1)=O)=O 1-cyclobutyl-4-((5-phenylpyrimidin-2-yl)methyl)-1,4-dihydropyrazine-2,3-dione